[Na].[Sn] stannum-sodium